(5-Bromopyridin-2-yl)-1-methylpyrrolidin-2-one BrC=1C=CC(=NC1)C1C(N(CC1)C)=O